N-(6-(6-methylpyridin-3-yl)pyridazin-3-yl)-4-oxobutanamide CC1=CC=C(C=N1)C1=CC=C(N=N1)NC(CCC=O)=O